N1(CCNCC1)C=1C=C2C=CC(=CC2=CC1)C=O 6-(piperazine-1-yl)-2-naphthaldehyde